NC1=NC=C(C=C1C=1C=NC(=CC1)C#N)C(=O)N[C@@H]1[C@H](CCC1)OCC1=CC=C(C=C1)C=1C=C2CC[C@@H](C2=CC1)N1CCN(CC1)CCO amino-6'-cyano-N-{(1S,2S)-2-[(4-{(1S)-1-[4-(2-hydroxyethyl)piperazin-1-yl]-2,3-dihydro-1H-inden-5-yl}phenyl)methoxy]cyclopentyl}[3,3'-bipyridine]-5-carboxamide